4-(6-(4-aminopiperidin-1-yl)-3-(3,4-difluoro-5-hydroxyphenyl)-4-methoxypyridin-2-yl)-2-fluorobenzonitrile NC1CCN(CC1)C1=CC(=C(C(=N1)C1=CC(=C(C#N)C=C1)F)C1=CC(=C(C(=C1)O)F)F)OC